5-difluoromethyl-5-{4-[4-(3,5-dimethylpyridin-2-yl)piperazine-1-carbonyl]phenyl}imidazolidine-2,4-dione FC(C1(C(NC(N1)=O)=O)C1=CC=C(C=C1)C(=O)N1CCN(CC1)C1=NC=C(C=C1C)C)F